(1s,3s)-3-((6-(5-(aminomethyl)-1-methyl-1H-1,2,3-triazol-4-yl)-5-fluoro-2-methylpyridin-3-yl)oxy)cyclohexane-1-carboxylic acid isopropyl ester C(C)(C)OC(=O)[C@@H]1C[C@H](CCC1)OC=1C(=NC(=C(C1)F)C=1N=NN(C1CN)C)C